6-Bromo-2-{4-[4-(3-methoxypropyl)-2-methylpiperazin-1-yl]phenyl}-N-(1-methylpiperidin-4-yl)-3H-imidazo[4,5-b]pyridin-7-amine BrC=1C(=C2C(=NC1)NC(=N2)C2=CC=C(C=C2)N2C(CN(CC2)CCCOC)C)NC2CCN(CC2)C